5,6-diethyl-3-(phenylsulfanyl)pyridazine-4-carbonitrile C(C)C=1C(=C(N=NC1CC)SC1=CC=CC=C1)C#N